C(C)(C)(C)NS(=O)(=O)C1=CC(=CC=C1)NC1=NC(=NC=C1C)NC1=CC=C(C=C1)S(NC1=NOC(=C1)C)(=O)=O N-(tert-butyl)-3-((5-methyl-2-((4-(N-(5-methylisoxazol-3-yl)sulfamoyl)phenyl)amino)pyrimidin-4-yl)amino)benzenesulfonamide